3-[1-(benzyloxy)ethyl]-2-(benzylsulfanyl)-5-chlorophenol C(C1=CC=CC=C1)OC(C)C=1C(=C(C=C(C1)Cl)O)SCC1=CC=CC=C1